2-({2-Cyclopropylethynyl-4-[4-(2-methoxy-phenyl)-piperidin-1-yl]-quinazolin-6-yl}-methyl-amino)-ethanol C1(CC1)C#CC1=NC2=CC=C(C=C2C(=N1)N1CCC(CC1)C1=C(C=CC=C1)OC)N(CCO)C